ClC1=NC=CC=C1COC=1C=CC2=C(C(=C(O2)C)C(=O)NC2C(CN(CC2)C(=O)OC(C)(C)C)(F)F)C1 tert-butyl 4-(5-((2-chloropyridin-3-yl)methoxy)-2-methylbenzofuran-3-carboxamido)-3,3-difluoropiperidine-1-carboxylate